COC=1C=CC(=NC1)COC=1C=C2C(=NC1)OC(=N2)C=2C=CC(=NC2)C(=O)O 5-{6-[(5-methoxypyridin-2-yl)methoxy]-[1,3]oxazolo[5,4-b]pyridin-2-yl}pyridine-2-carboxylic acid